C(=C)(C)[Mg]Br iso-propenyl-magnesium bromide